ClC1=C(C=CC(=C1)OC1=CC=CC=C1)C(=O)C1=CNC2=NC=C3C(=C21)NC(=N3)[C@H](CO)C (R)-(2-chloro-4-phenoxyphenyl)(2-(1-hydroxypropan-2-yl)-1,6-dihydroimidazo[4,5-d]Pyrrolo[2,3-b]Pyridin-8-yl)methanone